C(CC)C1OC2=C(C(C1)=O)C=CC(=C2)C2=NC(=NO2)C=2C=NC=CC2 2-propyl-7-[3-(pyridin-3-yl)-1,2,4-oxadiazol-5-yl]-3,4-dihydro-2H-1-benzopyran-4-one